(1S,3R)-3-(1-(tert-butyl)-3-(pyrimidin-2-ylamino)-1H-pyrazol-5-yl)cyclopentyl-isopropylcarbamate C(C)(C)(C)N1N=C(C=C1[C@H]1C[C@H](CC1)N(C([O-])=O)C(C)C)NC1=NC=CC=N1